ClC1=NC=C(C(=N1)N[C@H](C)C1=CC=C(C=C1)C=1N(C=C(N1)C(F)(F)F)C)[N+](=O)[O-] (R)-2-chloro-N-(1-(4-(1-methyl-4-(trifluoromethyl)-1H-imidazol-2-yl)phenyl)ethyl)-5-nitropyrimidin-4-amine